ClC[C@@H]1[C@H]([C@H]([C@@H](O1)N1C2=NC=NC(=C2N=C1)NC(C1=CC=CC=C1)=O)OC)O N-[9-[(2R,3R,4S,5S)-5-(chloromethyl)-4-hydroxy-3-methoxy-tetrahydrofuran-2-yl]purin-6-yl]benzamide